CON(C(=O)NC)CC1=CC=C(C=C1)C1=NOC(=N1)C(F)(F)F 1-methoxy-3-methyl-1-[[4-[5-(trifluoromethyl)-1,2,4-oxadiazol-3-yl]phenyl]-methyl]urea